C(#N)N1C[C@@H](CC1)NC(C1=C(C(=CC=C1)C=1C=NN(C1)C)F)=O (R)-N-(1-cyanopyrrolidin-3-yl)-2-fluoro-3-(1-methyl-1H-pyrazol-4-yl)benzamide